1-(3-(8-Amino-6-(trifluoromethyl)imidazo[1,2-a]pyrazin-3-yl)-4-methylphenyl)-2,2,2-trifluoroethan-1-ol trifluoroacetate salt FC(C(=O)O)(F)F.NC=1C=2N(C=C(N1)C(F)(F)F)C(=CN2)C=2C=C(C=CC2C)C(C(F)(F)F)O